5-[2,5-difluoro-4-(1H-pyrazol-4-yl)phenyl]-1-(2,2,6,6-tetramethylpiperidin-4-yl)-1H-imidazo[4,5-b]pyrazine FC1=C(C=C(C(=C1)C=1C=NNC1)F)C=1N=C2C(=NC1)N(C=N2)C2CC(NC(C2)(C)C)(C)C